C(C)(C)(C)N1N=C(C(=C1NC(O[C@@H](C(F)(F)F)C)=O)C)C1CC(C1)(F)F (R)-1,1,1-trifluoropropan-2-yl (1-(tert-butyl)-3-(3,3-difluorocyclobutyl)-4-methyl-1H-pyrazol-5-yl)carbamate